(S)-4-(hydroxymethyl)-2,2-dimethyl-oxazolidine-3-carboxylic acid 3-tert-butyl ester C(C)(C)(C)OC(=O)N1C(OC[C@@H]1CO)(C)C